(R)-1-(3,4-difluorophenyl)-3-cyanopropane-1-ol FC=1C=C(C=CC1F)[C@@H](CCC#N)O